N-(1-(2,3,5,6-tetrafluoro-4-(methylthio)phenyl)ethyl)-8-(4-(trifluoromethyl)phenyl)quinoline-3-carboxamide FC1=C(C(=C(C(=C1F)SC)F)F)C(C)NC(=O)C=1C=NC2=C(C=CC=C2C1)C1=CC=C(C=C1)C(F)(F)F